C1(=C(C=CC=C1)C#CC(=O)[O-])C 3-(o-tolyl)prop-2-ynoate